ClC1=CC=C(C=N1)NC1=NC=CC2=CC(=CC=C12)OCC1(OCCC1)C N-(6-chloropyridin-3-yl)-6-((2-methyltetrahydrofuran-2-yl)methoxy)isoquinolin-1-amine